C(C)(CC)SC(C)CC Di-sec-Butyl Sulfide